(E)-3-(pyridin-3-yl)acrylic acid-2,3-d2 N1=CC(=CC=C1)/C(=C(/C(=O)O)\[2H])/[2H]